[Si](C)(C)(C(C)(C)C)OCC1=CC=C(CC2CCN(CC2)C=2C=CC(=NC2)[N+](=O)[O-])C=C1 5-(4-(4-(((tert-butyldimethylsilyl)oxy)methyl)benzyl)piperidin-1-yl)-2-nitropyridine